oxopropylthiophenium hydroxide [OH-].O=CCCC=1[SH+]C=CC1